C1(CC(C(CC1)C(C)C)O)(C)CCCCCCCC\C=C/CCCCCCCC(=O)O menthol-oleic acid